isobutyl-(2,6-dimethoxy-3-fluorophenyl)(iodomethyl)phosphine C(C(C)C)P(CI)C1=C(C(=CC=C1OC)F)OC